FC1=CC=C(C=C1)S(=O)(=O)N[C@H](C(=O)O)CC1=CC=C(C=C1)O (S)-2-(4-fluorophenylsulfonamido)-3-(4-hydroxyphenyl)propanoic acid